1-(2-Chloro-5-(4-((2-(piperidin-4-yl)ethoxy)methyl)piperidine-1-carbonyl)phenyl)dihydropyrimidine ClC1=C(C=C(C=C1)C(=O)N1CCC(CC1)COCCC1CCNCC1)N1CNCC=C1